3-chloro-1-(2,6-dimethyltetrahydro-2H-pyran-4-yl)-1H-pyrazol-4-amine ClC1=NN(C=C1N)C1CC(OC(C1)C)C